2-(4-(3-(2,4-Difluorophenyl)-4-oxo-3,4-dihydrophthalazin-1-yl)-1-methylpiperazin-2-yl)-2-methylpropanoic Acid FC1=C(C=CC(=C1)F)N1N=C(C2=CC=CC=C2C1=O)N1CC(N(CC1)C)C(C(=O)O)(C)C